N,N-diethyl-4-{[(4-methoxyphenyl)methyl]Amino}pyrrolidine-2-carboxamide C(C)N(C(=O)C1NCC(C1)NCC1=CC=C(C=C1)OC)CC